(S)-4-((2-hydroxy-1-phenylethyl)amino)-6-((1-hydroxy-3,3-dimethyl-1,3-dihydrobenzo[c][1,2]oxaborol-5-yl)amino)nicotinic acid OC[C@H](C1=CC=CC=C1)NC1=CC(=NC=C1C(=O)O)NC1=CC2=C(B(OC2(C)C)O)C=C1